2-[2-(benzofuran-3-ylmethylcarbamoyl)indan-2-yl]acetic acid O1C=C(C2=C1C=CC=C2)CNC(=O)C2(CC1=CC=CC=C1C2)CC(=O)O